(Z)-tetradeca-7-en-1-al C(CCCCC\C=C/CCCCCC)=O